C1=CN(C(=O)N=C1N)[C@H]2[C@@H]([C@@H]([C@H](O2)CO)O)O β-cytidine